CN(C=1C=C(C=NC1)N1N=CC(=C1)C(C)=O)C 1-(1-(5-(dimethylamino)pyridin-3-yl)-1H-pyrazol-4-yl)ethan-1-one